tetrasodium hydroxyethylene diphosphate O1P(OCC1O)(=O)OP(=O)([O-])[O-].[Na+].[Na+].[Na+].[Na+].OC1COP(O1)(=O)OP(=O)([O-])[O-]